NN1C=NC(=C2N3C(N=C12)N(C(N3C)=O)CCN3CC=1C=C(C=NC1CC3)C)C=3OC=CC3 5-Amino-8-(2-furyl)-1-methyl-3-[2-(3-methyl-7,8-dihydro-5H-1,6-naphthyridin-6-yl)ethyl]-[1,2,4]triazolo[5,1-f]purin-2-one